4-(2-(ethoxymethyl)phenyl)piperazine C(C)OCC1=C(C=CC=C1)N1CCNCC1